NC=1N=NC(=CC1CCC12CC(C1)(C2)C(=O)O)C2=C(C=CC=C2)O 3-(2-(3-amino-6-(2-hydroxyphenyl)pyridazin-4-yl)ethyl)bicyclo[1.1.1]pentane-1-carboxylic acid